FC(S(=O)(=O)[O-])(F)F.C[N+]1=CNC=C1 3-methyl-1H-imidazol-3-ium trifluoromethanesulfonate